FC=1C=C(C=C(C1OC1=C2C(=NC=C1)NC=C2C2C(OCCC2)C)F)NC(=O)NCC2(COC2)C(C)C (+/-)-N-[3,5-difluoro-4-({3-(2-methyloxan-3-yl)-1H-pyrrolo[2,3-b]pyridin-4-yl}oxy)phenyl]-N'-{[3-(propan-2-yl)oxetan-3-yl]methyl}urea